(E)-N-hydroxy-3-[4-[[2-hydroxyethyl-[2-(1H-indol-3-yl)ethyl]amino]methyl]phenyl]prop-2-enamide ONC(\C=C\C1=CC=C(C=C1)CN(CCC1=CNC2=CC=CC=C12)CCO)=O